tetramethyl-ethylenediamine nickel [Ni].CN(CCN(C)C)C